piperidine L-(+)-tartrate C(=O)(O)[C@H](O)[C@@H](O)C(=O)O.N1CCCCC1